4-(4-(benzyloxy)-2,6-difluorophenyl)-3-(cyclohex-1-en-1-yl)-7-methoxy-1,2-dihydronaphthalene C(C1=CC=CC=C1)OC1=CC(=C(C(=C1)F)C1=C(CCC2=CC(=CC=C12)OC)C1=CCCCC1)F